N1N=CC(=C1)C1=NC2=CC=CC=C2C=C1C(=O)NCCC=1C=NC=CC1 1H-pyrazol-4-yl-N-(2-(pyridin-3-yl)ethyl)quinoline-3-carboxamide